1,1'-(2,8-Diazaspiro[5.5]undecan-2,8-diyl)bis(4-((R)-3-hydroxypyrrolidin-1-yl)butan-1-on) C1N(CCCC12CN(CCC2)C(CCCN2C[C@@H](CC2)O)=O)C(CCCN2C[C@@H](CC2)O)=O